C(#C)C1=C(C=CC2=CC(NC=C12)=O)F 8-ethynyl-7-fluoroisoquinolin-3(2H)-one